1,4-diazepin-5-one N1=CC=NC(C=C1)=O